CC=1C=CC=C2C=CN=C(C12)N(C(C1=CC=C(C=C1)NC1=NC=CC=N1)=O)[C@H]1CNCCC1 (R)-N-(8-methylisoquinolin-1-yl)-N-(piperidin-3-yl)-4-(pyrimidin-2-ylamino)benzamide